1-naphthyridinenitrile N1(CC=CC2=CC=CN=C12)C#N